4-phenyl-1,2,3,4-tetrahydrocyclopenta[b]indole-2-carboxylic acid C1(=CC=CC=C1)N1C2=C(C=3C=CC=CC13)CC(C2)C(=O)O